3-(1-Ethylpiperidin-4-yl)-5-fluoro-7-(8-fluoro-2-methylimidazo[1,2-a]pyridin-6-yl)cinnoline C(C)N1CCC(CC1)C=1N=NC2=CC(=CC(=C2C1)F)C=1C=C(C=2N(C1)C=C(N2)C)F